(1s,2r)-N-(5-((2-(difluoromethyl)-1-methyl-1H-benzo[d]imidazol-6-yl)ethynyl)-8-((methyl-d3)amino)-2,7-naphthyridin-3-yl)-2-methylcyclopropane-1-carboxamide FC(C1=NC2=C(N1C)C=C(C=C2)C#CC2=C1C=C(N=CC1=C(N=C2)NC([2H])([2H])[2H])NC(=O)[C@@H]2[C@@H](C2)C)F